NC1=NC=CC(=N1)N1C[C@@H](CCC1)OCC(=O)OC(C)(C)C tert-butyl (R)-2-((1-(2-aminopyrimidin-4-yl)piperidin-3-yl)oxy)acetate